tert-butyl-((1-((benzyloxy) carbonyl) piperidin-4-yl) methyl)-3-oxopiperazine-1-carboxylate C(C)(C)(C)C1(N(CCNC1=O)C(=O)[O-])CC1CCN(CC1)C(=O)OCC1=CC=CC=C1